CCO[Si](O)(O)O.[Si](OCC)(O)(O)O ethyl orthosilicate 2-Ethyl-orthosilicate